N[C@@H]1[C@H](C2=CC=CC=C2C1)N(C=1C=C2C(N(C(C2=CC1)=O)C1C(NC(CC1)=O)=O)=O)C 5-(((1S,2S)-2-Amino-2,3-dihydro-1H-inden-1-yl)(methyl)amino)-2-(2,6-dioxopiperidin-3-yl)isoindolin-1,3-dion